O1COC2=C1C=CC=C2OC2=CC=C(C=C2)C2=NN(C1=C2C=NC=C1)[C@H]1CN(CCC1)C(C=C)=O (R)-1-(3-(3-(4-(benzo[d][1,3]dioxol-4-yloxy)phenyl)-1H-pyrazolo[4,3-c]pyridin-1-yl)piperidin-1-yl)prop-2-en-1-one